CC1(CCC1)OC(=O)N1CCC(=CCC1)C1=C(C=C(C(=C1)NC(=O)C1=CNC(C=C1C(F)(F)F)=O)N1C[C@H](N([C@H](C1)C)C)C)F (1-methylcyclobutyl)4-[2-fluoro-5-[[6-oxo-4-(trifluoromethyl)-1H-pyridine-3-carbonyl]amino]-4-[(3R,5S)-3,4,5-trimethylpiperazin-1-yl]phenyl]-2,3,6,7-tetrahydroazepine-1-carboxylate